N-(3-chloro-4-fluorophenyl)-2-(3-methyl-[1,2,4]triazolo[4,3-a]pyridin-6-yl)-6-morpholinylimidazo[1,2-a]pyrazin-3-amine ClC=1C=C(C=CC1F)NC1=C(N=C2N1C=C(N=C2)N2CCOCC2)C=2C=CC=1N(C2)C(=NN1)C